N-{2-[(1S)-1-(3-ethoxy-4-methoxy-phenyl)-2-methylsulfonylethyl]-1,3-dioxo-2,3-dihydro-1H-isoindol-4-yl}butyramide C(C)OC=1C=C(C=CC1OC)[C@@H](CS(=O)(=O)C)N1C(C2=CC=CC(=C2C1=O)NC(CCC)=O)=O